(3S,4R)-3-fluoro-1-methyl-piperidin-4-amine F[C@H]1CN(CC[C@H]1N)C